C(C)(C)(C)OC(N(C)C1=CC(=C(C=C1)COC1=C(C=C(C=C1)C1C=2C(NC(C1)=O)=NNC2)OC)C(F)(F)F)=O N-{4-[(2-methoxy-4-{6-oxo-2H,4H,5H,6H,7H-pyrazolo[3,4-b]pyridin-4-yl}phenoxy)methyl]-3-(trifluoromethyl)phenyl}-N-methylcarbamic acid tert-butyl ester